C(C)OC(=O)C1(C[C@@](C2=C1C=NC=1N2N=C(C1)F)(C1=NNC=C1)C)C(=O)OCC (S)-2-fluoro-8-methyl-8-(1H-pyrazol-3-yl)-7,8-dihydro-6H-cyclopenta[e]pyrazolo[1,5-a]pyrimidine-6,6-dicarboxylic acid diethyl ester